C(CCCCCCC\C=C/C\C=C/CCCCC)(=O)OCC(CO)(CO)CO pentaerythritol monolinoleate